3-amino-pyrazin-2-amide NC=1C(=NC=CN1)C(=O)N